N-cyclobutyl-1H-pyrazol-3-amine C1(CCC1)NC1=NNC=C1